C(C)(C)(C)C=1C=C(C=C(C1OC)C(C)(C)C)Br 3,5-di-tert-butyl-4-methoxybromobenzene